N-[1-({3,4-difluoro-2-[(2-fluoro-4-iodophenyl)amino]phenyl}carbonyl)azetidin-3-yl]-2-methylpropanamide FC=1C(=C(C=CC1F)C(=O)N1CC(C1)NC(C(C)C)=O)NC1=C(C=C(C=C1)I)F